COC=1N=C2C(=CC=NC2=CC1OC)OC1=C(C=C(C=C1)NC(=O)C=1C(=NC(=C(C1O)C1=CC=C(C=C1)F)C)OCC)F N-[4-[(6,7-dimethoxy-1,5-naphthyridin-4-yl)oxy]-3-fluorophenyl]-2-ethoxy-5-(4-fluorophenyl)-4-hydroxy-6-methylpyridine-3-carboxamide